{1-{2,6-difluoro-4-[4-(4-fluoro-phenyl)-thiazol-2-yl]-phenyl}-piperidin-4-yl}-acetic acid ethyl ester C(C)OC(CC1CCN(CC1)C1=C(C=C(C=C1F)C=1SC=C(N1)C1=CC=C(C=C1)F)F)=O